tert-butyl 3-[5-[[4-(chloromethyl)benzoyl]amino]-1,3-dioxo-isoindolin-2-yl]-2,6-dioxo-piperidine-1-carboxylate ClCC1=CC=C(C(=O)NC=2C=C3C(N(C(C3=CC2)=O)C2C(N(C(CC2)=O)C(=O)OC(C)(C)C)=O)=O)C=C1